NC1=C(N=CC(=N1)C1=CC=C(CNC(=N)N)C=C1)C1=C(C(=CC=C1)Cl)Cl 1-(4-(6-amino-5-(2,3-dichlorophenyl)pyrazin-2-yl)benzyl)guanidine